[C@@H]1(CCC2=CC=CC=C12)NC=1C(N(C(=CC1)C1=C(C=CC=C1)F)CC(=O)O)=O (S)-2-(3-((2,3-dihydro-1H-inden-1-yl)amino)-6-(2-fluorophenyl)-2-oxopyridin-1(2H)-yl)acetic acid